N1=C(C=NC2=CC=CC=C12)C(=O)O quinoxalinic acid